2-[2-(4-Acetylpiperazin-1-yl)pyrimidin-5-yl]-N-{[4-Methyl-2-(piperidin-1-yl)phenyl](5-methylfuran-2-yl)methyl}-acetamid C(C)(=O)N1CCN(CC1)C1=NC=C(C=N1)CC(=O)NC(C=1OC(=CC1)C)C1=C(C=C(C=C1)C)N1CCCCC1